amino-N-(1-methyl-hexahydropyridin-4-yl)benzofuran-4-carboxamide NC=1OC=2C(C1)=C(C=CC2)C(=O)NC2CCN(CC2)C